OCCC=1C(=C(O)C=CC1O)CCO bis(2-hydroxyethyl)hydroquinone